tungsten nitride N#[W]